4-(2-(3-(dimethylamino)propyl)-6-(3-hydroxyphenyl)-2H-indazol-3-yl)-3,6-dihydropyridine-1(2H)-carboxylic acid tert-butyl ester C(C)(C)(C)OC(=O)N1CCC(=CC1)C=1N(N=C2C=C(C=CC12)C1=CC(=CC=C1)O)CCCN(C)C